ClC=1C(=NC=C(C1)Cl)C1(CC1)C(=O)O 1-(3,5-dichloropyridin-2-yl)cyclopropane-1-carboxylic acid